COC(=O)C12CC(C1)(C2)COS(=O)(=O)C 3-(((methylsulfonyl)oxy)methyl)bicyclo[1.1.1]Pentane-1-carboxylic acid methyl ester